3-(2-hydroxypropan-2-yl)-N-((5-phenyl-1,3,4-thiadiazol-2-yl)methyl)isoxazole-5-carboxamide OC(C)(C)C1=NOC(=C1)C(=O)NCC=1SC(=NN1)C1=CC=CC=C1